ClC=1C=C(C=C(C1F)Cl)C1(CC(=NO1)C1=CC=C(CN=S(=O)(C)C(C#N)(C)C)C=C1)C(F)(F)F 2-(N-(4-(5-(3,5-dichloro-4-fluorophenyl)-5-(trifluoromethyl)-4,5-dihydroisoxazol-3-yl)benzyl)-S-methylsulfonimidoyl)-2-methylpropanenitrile